FC1=C(C(=C(C(=C1F)OC1=C(C(=C(C(=C1F)F)F)F)F)F)F)O 2,3,5,6-tetrafluoro-4-(perfluorophenoxy)phenol